2-(4-pyridinyl)-4-[[phenylsulfonyl]oxy]-5-amino-3(2H)-furanone N1=CC=C(C=C1)C1OC(=C(C1=O)OS(=O)(=O)C1=CC=CC=C1)N